3-(4-fluoro-2-methyl-1-(1-methylpiperidin-4-yl)-1H-benzo[d]imidazol-6-yl)-N-(1-(piperidin-4-yl)-1H-pyrazol-4-yl)-1H-pyrrolo[2,3-b]pyridine-5-carboxamide FC1=CC(=CC=2N(C(=NC21)C)C2CCN(CC2)C)C2=CNC1=NC=C(C=C12)C(=O)NC=1C=NN(C1)C1CCNCC1